5-((4-(((9H-fluoren-9-yl)methoxy)carbonyl)piperazin-1-yl)methyl)isoindoline-2-carboxylate C1=CC=CC=2C3=CC=CC=C3C(C12)COC(=O)N1CCN(CC1)CC=1C=C2CN(CC2=CC1)C(=O)[O-]